C1(CCCCC1)N1C(=NC2=NC=C(C=C21)C=2C=CN1N=CN=C(C12)OC)C 1-cyclohexyl-6-(4-methoxypyrrolo[2,1-f][1,2,4]triazin-5-yl)-2-methyl-1H-imidazo[4,5-b]pyridine